C(C(C)C)OC1=CC=C(C=C1)NC(=O)N1C=NC=C1 N-(4-isobutoxyphenyl)-1H-imidazole-1-carboxamide